[P].COC1=CC=CC=C1.COC1=CC=CC=C1 bis(4-methoxybenzene) phosphorus